C(C)(C)(C)OC(=O)N1C2CC(C(C1C(=O)O)C2)F 2-(tert-butoxycarbonyl)-5-fluoro-2-azabicyclo[2.2.1]heptane-3-carboxylic acid